C1(CCC(N1C(C(=O)O)CC(=O)O)=O)=O.C1(CCC(N1C(C(=O)O)CC(=O)O)=O)=O.C(CO)O Ethylene glycol bis(succinimidylsuccinate)